C(#N)C1=CC=C(C=C1)C(CN[C@@H](C(=O)NC1=NC=C(C=C1)C1CN(C(C1)=O)C)C1=CC=CC=C1)C (R)-2-((2-(4-cyanophenyl)-propyl)amino)-N-(5-(1-methyl-5-oxopyrrolidin-3-yl)pyridin-2-yl)-2-phenylacetamide